4,4-dimethylpyrrolidine-2-carboxylate CC1(CC(NC1)C(=O)[O-])C